indol pyruvate C(C(=O)C)(=O)O.N1C=CC2=CC=CC=C12